CC1=NC(=CC(=N1)[C@H](C)NC(=O)NC1CC2(C1)CCC2)OCC(F)(F)F (S)-1-{1-[2-Methyl-6-(2,2,2-trifluoro-ethoxy)-pyrimidin-4-yl]-ethyl}-3-spiro[3.3]hept-2-yl-urea